OCCCCCNC(OC(C)(C)C)=O tert-Butyl 5-hydroxypentylcarbamate